3-amino-[2,4'-bipyridine] NC=1C(=NC=CC1)C1=CC=NC=C1